COCC1=CC=C2C=CC(=CC2=C1NC(C=C)=O)C1=CC=CC(=N1)C(=O)NC1CCN(CC1)C 6-[7-(methoxymethyl)-8-(prop-2-enamido)naphthalen-2-yl]-N-(1-methylpiperidin-4-yl)pyridine-2-carboxamide